FC(=CNC(=O)C1=CC2=CC=CC=C2C=C1)F N-(2,2-difluorovinyl)-2-naphthamide